C(C)OC=1C=CC(=NC1)C=1N=C(SC1)NC1=NC=C(C=C1C)C(F)(F)F 4-(5-ethoxypyridin-2-yl)-N-(3-methyl-5-(trifluoromethyl)pyridin-2-yl)thiazol-2-amine